4-(pyrrolidin-1-yl)-3-cyanobenzoic acid N1(CCCC1)C1=C(C=C(C(=O)O)C=C1)C#N